I.C(CCC)OC=1C=C(C=CC1)SC=1C=CC2=C(C(=CS2)C2=CCN3CCCCC3CC2)C1 5-(3-butoxyphenyl)thio-3-(1-azabicyclo[5.4.0]undec-3-en-4-yl)-benzothiophene hydroiodide